2-(chlorocarbonyloxy)-N,N,N-trimethylethanaminium chloride [Cl-].ClC(=O)OCC[N+](C)(C)C